FC(C(=O)O)(F)F.FC(C(=O)O)(F)F.C1(=CC(=CC=C1)[C@@H]1C[C@@H](NCC1)C(=O)N[C@H](C(=O)NCC1=CC=C(C=C1)C(N)=N)C)C1=CC=CC=C1 (2R,4S)-4-([1,1'-biphenyl]-3-yl)-N-((S)-1-((4-amidinobenzyl)amino)-1-oxopropan-2-yl)piperidine-2-carboxamide bis-trifluoroacetate